8-[4-[(dimethylamino)methyl]-3,5-dimethoxyphenyl]-6-methylpyrido[3,4-b]pyrazin-5-one CN(C)CC1=C(C=C(C=C1OC)C1=CN(C(C2=NC=CN=C21)=O)C)OC